ClC1=NC2=NC(=C(N=C2C(=N1)C1=CCC(CC1)(F)F)C)C 2-chloro-4-(4,4-difluorocyclohex-1-en-1-yl)-6,7-dimethylpteridine